(3Z)-1-bromo-14,14-dimethoxy-3-tetradecene BrCC\C=C/CCCCCCCCCC(OC)OC